6-(4-((6-isobutyl-2,6-diazaspiro[3.3]heptan-2-yl)methyl)phenyl)-1,4-dimethyl-2-(4-(methylsulfonyl)phenyl)-1H-benzo[d]imidazole C(C(C)C)N1CC2(CN(C2)CC2=CC=C(C=C2)C=2C=C(C3=C(N(C(=N3)C3=CC=C(C=C3)S(=O)(=O)C)C)C2)C)C1